C(O)(O)=O.C(C1=CC(OC)=C(O)C(OC)=C1)=O syringaldehyde carbonate